CN1N=C2C(N=C(C=C2)C(=O)OC)=C1 methyl 2-methyl-2H-pyrazolo[4,3-b]pyridine-5-carboxylate